4-(4-aminophenoxy)-N-(tetrahydro-2H-pyran-4-yl)pyrimidin-2-amine NC1=CC=C(OC2=NC(=NC=C2)NC2CCOCC2)C=C1